tert-butyl 3-(2-(N-(4-methoxybenzyl)sulfamoyl)ethyl)azetidine-1-carboxylate COC1=CC=C(CNS(=O)(=O)CCC2CN(C2)C(=O)OC(C)(C)C)C=C1